(S)-2-((4-((2-hydroxy-1-phenylethyl)amino)-5-(5-(pyridin-2-yl)-1,3,4-oxadiazol-2-yl)pyridin-2-yl)amino)-7,7-dimethylfuro[3,4-d]pyrimidin-5(7H)-one OC[C@H](C1=CC=CC=C1)NC1=CC(=NC=C1C=1OC(=NN1)C1=NC=CC=C1)NC=1N=CC2=C(N1)C(OC2=O)(C)C